FC(COC=1C=C(C=CC1)CC(=O)C1=C(C=CC=C1)C(C)C)(C(C)(C)C)F (3-(2,2-difluoro-3,3-dimethylbutoxy)phenyl)-1-(2-isopropylphenyl)ethan-1-one